tert-butyl 2-(3-fluoro-4-(7-((1-methylpiperidin-4-yl)carbamoyl)benzo[d]imidazo[2,1-b]thiazol-2-yl)phenyl)morpholine-4-carboxylate FC=1C=C(C=CC1C=1N=C2SC3=C(N2C1)C=CC(=C3)C(NC3CCN(CC3)C)=O)C3CN(CCO3)C(=O)OC(C)(C)C